C(C)(C)(C)N(C(=O)OC1=CC2=C(C=C(O2)C2=CC(=CC(=C2)OC)OC)C=C1)C1CC(C1)C(=O)N1CCN(CC1)C1=NC=C(C=C1C1CC1)C(F)(F)F 2-(3,5-dimethoxyphenyl)benzofuran-6-ol tert-butyl-((1R,3R)-3-(4-(3-cyclopropyl-5-(trifluoromethyl)pyridin-2-yl)piperazine-1-carbonyl)cyclobutyl)carbamate